Methyl (2S)-2-({(2S)-2-[(tert-butoxycarbonyl)amino]-4-(tritylsulfanyl)butanoyl}amino)-4-(5,5-diphenyl-1,3-dioxan-2-yl)-3,3-dimethylbutanoate C(C)(C)(C)OC(=O)N[C@H](C(=O)N[C@H](C(=O)OC)C(CC1OCC(CO1)(C1=CC=CC=C1)C1=CC=CC=C1)(C)C)CCSC(C1=CC=CC=C1)(C1=CC=CC=C1)C1=CC=CC=C1